ClCCCCC#CC1=CC=C(C=C1)C(/C=C/C1=CC=C(O1)C=1C=CC(=C(C(=O)O)C1)O)=O (E)-5-(5-(3-(4-(6-Chlorohex-1-yn-1-yl)phenyl)-3-oxoprop-1-en-1-yl)furan-2-yl)-2-hydroxybenzoic acid